OCCN1CCN(CC1)S(=O)(=O)C=1C=CC(=C(C1)C=1NC(C2=C(N1)C(=C(N2C)\C=N\O)CCC)=O)OCCC (E)-2-(5-((4-(2-hydroxyethyl)piperazin-1-yl)sulfonyl)-2-propoxyphenyl)-5-methyl-4-oxo-7-propyl-4,5-dihydro-3H-pyrrolo[3,2-d]pyrimidine-6-formaldoxime